N[C@H]1CN(CCC1)CC1=CC2=NC=CC(=C2S1)NC1=CC=C(C=C1)C1=CC2=C(N=CN=C2N2CCOCC2)N1 (R)-2-((3-aminopiperidin-1-yl)methyl)-N-(4-(4-morpholino-7H-pyrrolo[2,3-d]pyrimidin-6-yl)phenyl)thieno[3,2-b]pyridin-7-amine